NC(CC(=O)O)C(=O)NCCC1=CC=C(C=C1)O 3-Amino-4-[2-(4-hydroxyphenyl)ethylamino]-4-oxobutanoic acid